[Cl-].[Cl-].C1(=CC=CC=C1)[Si](=[Zr+2](C1=C(C(=CC=2C3=CC(=C(C=C3CC12)C)C(C)(C)C)C(C)(C)C)C)C1C=CC=C1)C1=CC=CC=C1 diphenylsilylene(cyclopentadienyl)(2,7-dimethyl-3,6-di-tert-butylfluorenyl)zirconium dichloride